2-(4-bromophenyl)-7-chloro-2H-pyrazolo[4,3-b]pyridine-3-carboxamide BrC1=CC=C(C=C1)N1N=C2C(N=CC=C2Cl)=C1C(=O)N